ClC1=CC(=C(OC(C2=CC=CC(=N2)OC2CCN(CC2)CC2=NC=3C(=NC(=CC3)C(=O)O)N2C[C@H]2OCC2)([2H])[2H])C=C1)F (S)-2-((4-((6-((4-chloro-2-fluorophenoxy)methyl-d2)pyridin-2-yl)oxy)piperidin-1-yl)methyl)-3-(oxaCyclobutan-2-ylmethyl)-3H-imidazo[4,5-b]pyridine-5-carboxylic acid